(R)-3-ethyl-1-methyl-3,4-dihydro-1H-2-quinoxalinone C(C)[C@@H]1C(N(C2=CC=CC=C2N1)C)=O